C12OCCC(CNC1)C2 oxa-7-azabicyclo[3.3.1]nonan